(2,2-difluoroethyl) (2,2,2-trifluoroethyl) carbonate C(OCC(F)F)(OCC(F)(F)F)=O